C(C)(C)(C)C1(N(C(C2=C(C=CC(=C12)Cl)NC1=NC=C(C=C1)N1CCC(CC1)O)=O)C(=O)OC1CCN(CC1)C=1C=NC(=CC1)Br)C 1-(6-bromopyridin-3-yl)piperidin-4-ol tert-butyl-4-chloro-7-((5-(4-hydroxypiperidin-1-yl)pyridin-2-yl)amino)-3-methyl-1-oxoisoindoline-2-carboxylate